C(#C)C=1C=C(C(=O)NC2=CC(=C(C=C2)C#CCNCCN2CCC(CC2)=O)C(F)(F)F)C=CC1C 3-ethynyl-4-methyl-N-(4-(3-((2-(4-oxopiperidin-1-yl)ethyl)amino)prop-1-yn-1-yl)-3-(trifluoromethyl)phenyl)benzamide